methyl 2-(3-(3,4-difluorophenyl)-1-methylureido)-5-oxo-5H-thieno[3,2-b]pyran-6-carboxylate FC=1C=C(C=CC1F)NC(N(C)C1=CC=2OC(C(=CC2S1)C(=O)OC)=O)=O